6-(6-methoxy-2-azaspiro[3.3]hept-2-yl)-3-nitropyridin-2-amine COC1CC2(CN(C2)C2=CC=C(C(=N2)N)[N+](=O)[O-])C1